BrC1=NNC(=N1)C(CCO)C1=CC=CC=C1 3-(3-bromo-1H-1,2,4-triazol-5-yl)-3-phenyl-propan-1-ol